1-(1-(1,3-dioxo-2-(((trifluoromethyl)sulfonyl)oxy)-2,3-dihydro-1H-benzo[de]isoquinolin-5-yl)-1H-1,2,3-triazol-4-yl)-2,5,8,11,14-pentaoxaheptadecane-17-oic acid O=C1N(C(C2=C3C(C=CC=C13)=CC(=C2)N2N=NC(=C2)COCCOCCOCCOCCOCCC(=O)O)=O)OS(=O)(=O)C(F)(F)F